ClC1=CC(=C(C=C1)CC(=O)Cl)OC 2-(4-chloro-2-methoxyphenyl)acetyl chloride